C(C)(C)OC=1C(=NC=C(C1)CN1C[C@H](NCC1)C1=C(C=CC=C1)C)N1[C@H](COCC1)C (3S)-4-(3-isopropoxy-5-{[(3R)-3-(2-methylphenyl)piperazin-1-yl]methyl}pyridin-2-yl)-3-methylmorpholine